5'-Methyl-2'-(4,4,5,5-tetramethyl-1,3,2-dioxaborolan-2-yl)spiro[cyclopropane-1,6'-thieno[2,3-c]pyrrol]-4'(5'H)-one CN1C2(C3=C(C1=O)C=C(S3)B3OC(C(O3)(C)C)(C)C)CC2